NCCC(C)N 3-amino-1-methyl-aminopropane